2-(5-{Methyl[(3R)-pyrrolidin-3-yl]amino}[1,3]thiazolo[5,4-d][1,3]thiazol-2-yl)-5-(1H-pyrazol-4-yl)phenol Hydrochlorid Cl.CN(C=1SC2=C(N1)SC(=N2)C2=C(C=C(C=C2)C=2C=NNC2)O)[C@H]2CNCC2